3-(6-bromo-3-methyl-2-oxo-1,3-benzodiazol-1-yl)oxane-2,6-dione BrC=1C=CC2=C(N(C(N2C)=O)C2C(OC(CC2)=O)=O)C1